C(#N)C1=CNC2=C(C=CC(=C12)C)NS(=O)(=O)C1=CC=C(C=C1)S(=O)(=O)F 4-(N-(3-cyano-4-methyl-1H-indol-7-yl)sulfamoyl)benzenesulfonyl fluoride